N-[6-(6-chlorooxazolo[5,4-b]pyridin-2-yl)spiro[3.3]heptane-2-yl]-5-methylsulfonyl-furan-2-carboxamide ClC=1C=C2C(=NC1)OC(=N2)C2CC1(CC(C1)NC(=O)C=1OC(=CC1)S(=O)(=O)C)C2